6-(4-(3-(Methyl(3-oxo-4-(trifluoromethyl)-3,5,6,7-tetrahydro-2H-cyclopenta[c]pyridazin-7-yl)amino)propanoyl)hexahydropyrrolo[3,2-b]pyrrol-1(2H)-yl)nicotinonitrile CN(CCC(=O)N1CCC2N(CCC21)C2=NC=C(C#N)C=C2)C2CCC=1C2=NNC(C1C(F)(F)F)=O